N1C(=NC=C1)C1=CC=C(C2=C1N=CS2)C=2NC=CN2 4,7-bis(imidazolyl)benzothiazole